3-((3,4,5-tris(octadecyloxy)benzoyl)oxy)propionic acid C(CCCCCCCCCCCCCCCCC)OC=1C=C(C(=O)OCCC(=O)O)C=C(C1OCCCCCCCCCCCCCCCCCC)OCCCCCCCCCCCCCCCCCC